imidazole-2-carboxaldehyde N1C(=NC=C1)C=O